C(#N)C=1C=C(C=CC1)C=1N=C(SC1C1=CC(=NC(=C1)C)C)NC(=O)N1CC(C1)CO N-[4-(3-cyanophenyl)-5-(2,6-dimethyl-4-pyridinyl)thiazol-2-yl]-3-(hydroxymethyl)azetidine-1-carboxamide